4-amino-2-oxopyrimidin NC1=NC(NC=C1)=O